C(C1=CC=CC=C1)OCCC1(CCCC1)[C@@H](C1=C(C(=CC=C1F)Cl)Cl)NC(=O)[C@H]1C[C@@H](CC1)NC(OC(C)(C)C)=O tert-butyl ((1R,3R)-3-(((S)-(1-(2-(benzyloxy)ethyl)cyclopentyl)(2,3-dichloro-6-fluorophenyl)methyl)carbamoyl)cyclopentyl)carbamate